O=C1NC(CCC1C1=CC=C(C=C1)NC(CN1[C@H](CNCC1)C(F)(F)F)=O)=O N-(4-(2,6-dioxopiperidin-3-yl)phenyl)-2-((R)-2-(trifluoromethyl)piperazin-1-yl)acetamide